O[C@H](COC=1C=C(C=CC1)S(=O)(=O)NC)CNC1COC2(C1)CCN(CC2)S(=O)(=O)C2=CC(=CC=C2)C=2C=NC(=CC2)C 3-((2S)-2-hydroxy-3-(8-(3-(6-methylpyridin-3-yl)phenylsulfonyl)-1-oxa-8-azaspiro[4.5]dec-3-ylamino)propoxy)-N-methylbenzenesulfonamide